(S)-ethyl 2-(tert-butoxy)-2-(7-(4-chlorophenyl)-5-methyl-2-(1-methyl-3-(3,4,4-trimethyl-2-oxoimidazolidin-1-yl)-1H-indazol-5-yl)benzo[d]thiazol-6-yl)acetate C(C)(C)(C)O[C@H](C(=O)OCC)C1=C(C2=C(N=C(S2)C=2C=C3C(=NN(C3=CC2)C)N2C(N(C(C2)(C)C)C)=O)C=C1C)C1=CC=C(C=C1)Cl